N=1NCN2C1CCCC2 2,3,5,6,7,8-hexahydro[1,2,4]triazolo[4,3-a]pyridin